ethyl 2-[4-(5-fluoro-1-methylindazol-6-yl)-3-(piperidin-4-yl)pyrazolo[3,4-b]pyridin-1-yl]acetate FC=1C=C2C=NN(C2=CC1C1=C2C(=NC=C1)N(N=C2C2CCNCC2)CC(=O)OCC)C